butyl 3-(4-amino-3-bromo-2,6-difluorophenyl)-2-oxo-3,4-dihydroquinazoline-1(2H)-carboxylate NC1=C(C(=C(C(=C1)F)N1C(N(C2=CC=CC=C2C1)C(=O)OCCCC)=O)F)Br